3-ethyl-6-((4-(2-methyl-6-(1H-pyrazol-1-yl)pyridin-3-yl)piperazin-1-yl)methyl)thieno[3,2-d]pyrimidine-2,4(1H,3H)-dione C(C)N1C(NC2=C(C1=O)SC(=C2)CN2CCN(CC2)C=2C(=NC(=CC2)N2N=CC=C2)C)=O